ClCC1=NC=CC(=N1)C 2-(chloromethyl)-4-methyl-pyrimidine